[1,3]dioxolo[4,5-b]pyridine O1COC2=NC=CC=C21